1-((4-(3-amino-1H-indazol-5-yl)-1H-pyrrolo[2,3-b]pyridin-2-yl)methyl)-N2,N2-dimethylethane-1,2-diamine NC1=NNC2=CC=C(C=C12)C1=C2C(=NC=C1)NC(=C2)CC(CN(C)C)N